ClC1=C(C=CC(=C1F)S(N[C@H](C(F)(F)F)CC)(=O)=O)C1=C(N=C(S1)C=1OC(=NN1)C(C)(C)O)C(=O)N(CC)CC (S)-5-(2-chloro-3-fluoro-4-(N-(1,1,1-trifluorobut-2-yl)sulfamoyl)phenyl)-N,N-Diethyl-2-(5-(2-hydroxypropan-2-yl)-1,3,4-oxadiazol-2-yl)thiazole-4-carboxamide